stannous n-butoxide [O-]CCCC.[Sn+2].[O-]CCCC